2-(2,6-dioxopiperidin-3-yl)-5-(3,9-diazaspiro[5.5]undecan-3-yl)isoindole-1,3-dione O=C1NC(CCC1N1C(C2=CC=C(C=C2C1=O)N1CCC2(CC1)CCNCC2)=O)=O